5-chloro-N-(4-fluoro-3-(methylthio)phenyl)-2-(2-(methoxy-d3)-4-(trifluoromethoxy)phenoxy)-4-(trifluoromethyl)benzamide ClC=1C(=CC(=C(C(=O)NC2=CC(=C(C=C2)F)SC)C1)OC1=C(C=C(C=C1)OC(F)(F)F)OC([2H])([2H])[2H])C(F)(F)F